2-((4-(3-(4-chloro-2-fluorophenyl)chroman-8-yl)piperidin-1-yl)methyl)-3-(((S)-oxetan-2-yl)methyl)-3H-imidazo[4,5-b]pyridine-5-carboxylic acid ClC1=CC(=C(C=C1)C1COC2=C(C=CC=C2C1)C1CCN(CC1)CC1=NC=2C(=NC(=CC2)C(=O)O)N1C[C@H]1OCC1)F